[(1S)-1-(2-pyrimidin-2-yl-1,2,4-triazol-3-yl)ethyl]ammonium N1=C(N=CC=C1)N1N=CN=C1[C@H](C)[NH3+]